C1(=CC=CC=C1)C1OC(OC(CC1)C1=CC=CC=C1)=C 4,7-di-phenyl-2-methylene-1,3-dioxepane